N1C(=CC2=CC=CC=C12)C(=O)N1CC=2N(CC1)N=CC2C(=O)NC2(CC2)C2=CC=C(C=N2)C(=O)O 6-{1-[5-(1H-indole-2-carbonyl)-4H,5H,6H,7H-pyrazolo[1,5-a]pyrazine-3-amido]cyclopropyl}pyridine-3-carboxylic acid